rac-1-(3-(aminomethyl)phenyl)-N-(3-((cyclopropylmethoxy)(pyridin-2-yl)methyl)-phenyl)-3-(trifluoromethyl)-1H-pyrazole-5-carboxamide NCC=1C=C(C=CC1)N1N=C(C=C1C(=O)NC1=CC(=CC=C1)[C@H](C1=NC=CC=C1)OCC1CC1)C(F)(F)F |r|